N-(4-((3-cyanobenzyl)oxy)-3-(1H-tetrazol-1-yl)phenyl)-1H-imidazole-5-carboxamide C(#N)C=1C=C(COC2=C(C=C(C=C2)NC(=O)C2=CN=CN2)N2N=NN=C2)C=CC1